FC=1N=C2N(C1S(=O)(=O)N)CC(C2)(C)C=2C(NC=CC2)(F)F 2-fluoro-6-(2,2-difluoro-3-pyridinyl)-6-methyl-6,7-dihydro-5H-pyrrolo[1,2-a]imidazole-3-sulfonamide